N-(5-chloro-2-methoxyphenyl)-3-hydroxy-2-naphthoamide ClC=1C=CC(=C(C1)NC(=O)C1=CC2=CC=CC=C2C=C1O)OC